(S)-1-(4-(4-((5-amino-7-((1-hydroxypentan-2-yl)amino)-2H-pyrazolo[4,3-d]pyrimidin-2-yl)methyl)-3,5-dimethoxyphenyl)piperazin-1-yl)octadecan-1-one NC=1N=C(C=2C(N1)=CN(N2)CC2=C(C=C(C=C2OC)N2CCN(CC2)C(CCCCCCCCCCCCCCCCC)=O)OC)N[C@H](CO)CCC